2-[tris(hydroxymethyl)methyl]aminoethanesulphonic acid OCC(CO)(CO)NCCS(=O)(=O)O